ClC=1C=CC2=C(C(=C(O2)C(=O)O)NC(C2=CC=C(C=C2)CC)=O)C1 5-chloro-3-(4-ethylbenzamido)benzofuran-2-carboxylic acid